(2,4-bis(trifluoromethyl)phenyl)undecanoic acid FC(C1=C(C=CC(=C1)C(F)(F)F)C(C(=O)O)CCCCCCCCC)(F)F